C(C)(C)(C)C=1C=C(CC2C[C@H](NC2)C(=O)O)C=CC1 gamma-(3-tert-butyl-benzyl)-proline